methyl 4-(4-bromo-2-chloro-3-cyanophenyl)-4-cyanobutanoate BrC1=C(C(=C(C=C1)C(CCC(=O)OC)C#N)Cl)C#N